ClC1=NC(=CC=C1OC1CN(CC1)C(=O)OC(C)(C)C)I tert-butyl 3-(2-chloro-6-iodopyridin-3-yloxy)pyrrolidine-1-carboxylate